The molecule is a galactoglycerolipid that consists of 1,2-diacyl-sn-glycerol having (7Z,10Z)-hexadecadienoyl and linoleoyl as the acyl groups and a 6-O-(alpha-D-galactopyranosyl)-beta-D-galactopyranosyl residue attached at position 3. It has been found in Daphnia pulex and exhibits cytotoxic activity. It has a role as a Daphnia pulex metabolite and an antineoplastic agent. It is a galactoglycerolipid and a disaccharide derivative. CCCCC/C=C\\C/C=C\\CCCCCCCC(=O)OC[C@H](CO[C@H]1[C@@H]([C@H]([C@H]([C@H](O1)CO[C@@H]2[C@@H]([C@H]([C@H]([C@H](O2)CO)O)O)O)O)O)O)OC(=O)CCCCC/C=C\\C/C=C\\CCCCC